C(C)OC(=O)C1OCC(C1)NC(=O)[C@]1(CC(=NO1)C1=CC(=CC(=C1)F)F)C 4-[[(5R)-3-(3,5-difluorophenyl)-5-methyl-4H-isoxazole-5-carbonyl]amino]tetrahydrofuran-2-carboxylic acid ethyl ester